C(C)N(N(C(=O)OC(C)(C)C)C)CC tert-butyl 2,2-diethyl-1-methylhydrazine-1-carboxylate